FC1=C(C=CC(=C1)OC1=CC=C(C=C1)F)NC(OCC=1C(=C2C(N(CC2=CC1)C1C(NC(CC1)=O)=O)=O)O[C@H]1COCCC1)=O [2-(2,6-dioxopiperidin-3-yl)-4-[(3R)-oxan-3-yloxy]-3-oxo-2,3-dihydro-1H-isoindol-5-yl]methyl N-[2-fluoro-4-(4-fluorophenoxy) phenyl]carbamate